C1(CC1)C1=CC=C(C=C1)N1C(N(C2(C1=O)CCN(CC2)CC2CCOCC2)CC)=O 3-(4-cyclopropylphenyl)-1-ethyl-8-((tetrahydro-2H-pyran-4-yl)methyl)-1,3,8-triazaspiro[4.5]decane-2,4-dione